8-Methoxy-2-(trifluoromethyl)-3,4-dihydro-2H-pyrido[4,3-b][1,4]oxazine COC1=CN=CC2=C1OC(CN2)C(F)(F)F